COC=1C=C(C=C(C1OC)OC)CCN 2-(3,4,5-trimethoxyphenyl)ethylamine